COC=1C=C(C=CC1)C=1C=NNC1 4-(3-methoxyphenyl)-1H-pyrazole